FC(C1=NN=C(O1)C=1C=CC(=NC1)CN(S(=O)(=O)C)C=1C=NC=CC1)F N-((5-(5-(difluoromethyl)-1,3,4-oxadiazol-2-yl)pyridin-2-yl)methyl)-N-(pyridin-3-yl)methanesulfonamide